S(=O)(=O)([O-])[O-].N.[Cu+2] Copper ammonia sulfate